CCC1=C2C(=CC=C1)C3=C(N2)[C@](OCC3)(CC)CC(=O)O The molecule is the S-enantiomer of etodolac. It is a preferential inhibitor of cyclo-oxygenase 2 and a non-steroidal anti-inflammatory, whereas the enantiomer, (R)-etodolac, is inactive. The racemate is commonly used for the treatment of rheumatoid arthritis and osteoarthritis, and for the alleviation of postoperative pain. It has a role as a cyclooxygenase 2 inhibitor and a non-narcotic analgesic. It is an enantiomer of a (R)-etodolac.